2-(1-Benzylpyrrolidin-3-ylidene)-2-fluoroacetic acid ethyl ester C(C)OC(C(F)=C1CN(CC1)CC1=CC=CC=C1)=O